2-(hydroxymethylene)-5-phenylcyclohexane-1,3-dione potassium salt [K].OC=C1C(CC(CC1=O)C1=CC=CC=C1)=O